2-(4-chlorophenyl)-4,4-dimethyl-cyclohexene-1-carbaldehyde ClC1=CC=C(C=C1)C1=C(CCC(C1)(C)C)C=O